ClC1=C(C=CC(=C1)F)C1=C([C@@H](N=C(N1)C=1SC=CN1)CN1CC2(CC2)C[C@H]1C(=O)O)C(=O)OC (S)-5-(((R)-6-(2-chloro-4-fluorophenyl)-5-(methoxycarbonyl)-2-(thiazol-2-yl)-1,4-dihydropyrimidin-4-yl)methyl)-5-azaspiro[2.4]heptane-6-carboxylic acid